O[C@H]1[C@@H](CCC1)N1C(C2=CC(=C(C=C2C1)C)CC1=CC=C(C=C1)N1N=CC=C1)=O (trans-2-hydroxycyclopentyl)-5-methyl-6-(4-(1H-pyrazol-1-yl)benzyl)isoindolin-1-one